C(C)C1=CC=C(C=N1)C(=O)NC1CCC(CC1)NC1=CC=CC=2N1C=C(N2)C(F)F 6-ethyl-N-[(1s,4s)-4-{[2-(difluoromethyl)imidazo[1,2-a]pyridin-5-yl]amino}cyclohexyl]pyridine-3-carboxamide